N(=[N+]=[N-])C1=CC2=C(OC3=C(O2)C=C(C(=C3)Br)Br)C=C1[125I] 2-azido-3-[125I]iodo-7,8-dibromodibenzo-p-dioxin